C(C)(C)C=1C=C(C(=CC1)C(C)C)[Pd-2](C1=CC(=CC=C1C(C)C)C(C)C)(C1=CC(=CC=C1C(C)C)C(C)C)Cl tris(3,6-diisopropylphenyl)palladium (II) chloride